ClC1=CC=C(CN2C[C@H](CCC2)C2=CC=NC=3N2N=C(C3CC(C)(N)C3=CC=CC=C3)C)C=C1 (7-((S)-1-(4-Chlorobenzyl)piperidin-3-yl)-2-methylpyrazolo[1,5-a]pyrimidin-3-yl)methyl-1-phenylethan-1-amine